BrC=1C=C(C=C(C1)C=NC1=CC=C(C=C1)CN(CC)CC)OC(C1=CN=CC=C1)=O.O(C1=CC=CC=C1)P1(=NP(=NP(=N1)(OCCO)OC1=CC=CC=C1)(OCCO)OC1=CC=CC=C1)OCCO 2,4,6-triphenoxy-2,4,6-tris(hydroxyethoxy)cyclotriphosphazene 3-bromo-5-((4-((dieth-ylamino)methyl)phenylimino)methyl)phenyl-nicotinate